2-((2,5-dimethylbenzyl)oxy)-5-(4-(2,3-dimethylphenyl)piperazin-1-yl)benzoic acid CC1=C(COC2=C(C(=O)O)C=C(C=C2)N2CCN(CC2)C2=C(C(=CC=C2)C)C)C=C(C=C1)C